NC1CCN(CC1)C1=C(C=NC2=CC=C(C=C12)C1=C(C(=CC(=C1)F)Cl)O)C1=CC(=CC(=C1)F)F 2-[4-(4-Aminopiperidin-1-yl)-3-(3,5-difluorophenyl)chinolin-6-yl]-6-chloro-4-fluorophenol